C(C1=CC=CC=C1)OC(=O)N1CCN(CC1)S(=O)(=O)C1=CC=C(C=C1)N1C(CC(C1)N(C(=O)OC(C)(C)C)CCCN)=O 4-[4-[4-[3-aminopropyl-(t-butoxycarbonyl)amino]-2-oxo-pyrrolidin-1-yl]phenyl]sulfonylpiperazine-1-carboxylic acid benzyl ester